phenylphosphine C1(=CC=CC=C1)P